OP(O)OP(O)O.C(C)(C)(C)C1=C(C=CC(=C1)C(C)(C)C)C(O)C(CO)(CO)CO (2,4-di-tertbutylphenyl)pentaerythritol diphosphite